(6R,8aS)-6-[8-amino-1-(4-{1-[3-(difluoromethyl)phenyl]-1-hydroxyethyl}-2-fluorophenyl)-5-fluoroimidazo[1,5-a]pyrazin-3-yl]hexahydroindolizin-3(2H)-one NC=1C=2N(C(=CN1)F)C(=NC2C2=C(C=C(C=C2)C(C)(O)C2=CC(=CC=C2)C(F)F)F)[C@H]2CN1C(CC[C@@H]1CC2)=O